1-(4-{1-phenyl-1H-pyrazolo[4,3-c]quinolin-3-yl}phenyl)piperazine C1(=CC=CC=C1)N1N=C(C=2C=NC=3C=CC=CC3C21)C2=CC=C(C=C2)N2CCNCC2